C=1(C(=CC=C2C3=CC=CC=C3C3=CC=CC=C3C3=CC=CC=C3C3=CC=CC=C3C3=CC=CC=C3C3=CC=CC=C3C3=CC=CC=C3C12)N)N octaphenylenediamine